C(CCCCCCCCCCC)C1(CC1)CCCCCO 5-(1-dodecylcyclopropyl)pentan-1-ol